C(CCCCCCCC)(=O)OCCCCCCCCCCCCCCCCCCCCCCCCCCCC n-octacosyl nonanate